C(C1=CN=CC=C1)(=O)N.C(CCCCCCCC(=O)O)(=O)O azelaic acid nicotinamide salt